Cl.Cl.CC1CCC(CC1)C=1C(=NC(=CC1)C(=O)N)C(=O)N ((1r,4s)-4-methylcyclohexyl)pyridine-2,6-dicarboxamide dihydrochloride